2,5-dimercapto-naphthalene SC1=CC2=CC=CC(=C2C=C1)S